5-Iodo-2-(trifluorometh-yl)pyridine IC=1C=CC(=NC1)C(F)(F)F